BrCC1=C(C=CC=C1)OC(F)F 1-(bromomethyl)-2-(difluoromethoxy)benzene